ClC1=CC=C2C(=N1)N=C(O2)N2CCN(CC2)C(C#CC2=CC=C(C=C2)Cl)=O 1-[4-(5-chlorooxazolo[4,5-b]pyridin-2-yl)piperazin-1-yl]-3-(4-chlorophenyl)prop-2-yn-1-one